ClC=1C(=NC(=NC1)NC1CCOCC1)C1=CC=C2CN(C(C2=C1)=O)C(C(=O)N)CO 2-(6-{5-chloro-2-[(oxan-4-yl)amino]pyrimidin-4-yl}-1-oxo-2,3-dihydro-1H-isoindol-2-yl)-3-hydroxypropanamide